FC1=CC=C(C=C1)N1N=CC2=C1C=C1CCN(C[C@]1(C2)C(C2=NC=C(C=C2)OC)=O)C(=O)OC(C)(C)C (R)-tert-butyl 1-(4-fluorophenyl)-4a-(5-methoxypicolinoyl)-4a,5,7,8-tetrahydro-1H-pyrazolo[3,4-g]isoquinoline-6(4H)-carboxylate